[Na].C1=CC=CC2=CC=CC=C12 Naphthalene sodium